Benzyl-4,4,4-trifluoro-3-methyl-1-(2H-tetrazol-5-yl)butan-1-amine C(C1=CC=CC=C1)C(CC(C(F)(F)F)C)(N)C=1N=NNN1